O1COC2=C1C=CC(=C2)CN2C[C@@H]1[C@H](C2)CC(C1)NC=1N=NC(=CC1)S(=O)(=O)C1=CC=CC=C1 (3aR,5s,6aS)-2-(benzo[d][1,3]dioxol-5-ylmethyl)-N-(6-(phenylsulfonyl)pyridazin-3-yl)octahydrocyclopenta[c]pyrrol-5-amine